ONC(=N)C=1C=C2CC[C@H](C2=CC1)N[S@](=O)C(C)(C)C (1R)-N-hydroxy-1-[[(R)-2-methylpropane-2-sulfinyl]amino]-2,3-dihydro-1H-indene-5-carboximidamide